N-(pent-3-yl)-2-(pyridin-4-yl)pyrido[3,4-d]Pyrimidin-4-amine CCC(CC)NC=1C2=C(N=C(N1)C1=CC=NC=C1)C=NC=C2